dibromomethyltrimethylsilane BrC(Br)[Si](C)(C)C